Rac-(2s,4r)-4-methyl-N-((E)-3-(methylsulfonyl)allyl)-2-phenylpiperidine-1-carboxamide C[C@H]1C[C@H](N(CC1)C(=O)NC\C=C\S(=O)(=O)C)C1=CC=CC=C1 |r|